ClC=1N=C(C2=C(N1)N(C=C2)S(=O)(=O)C2=CC=C(C)C=C2)N[C@@H]2CC[C@@H](N(C2)C(=O)OCC2=CC=CC=C2)CO (2R,5R)-benzyl 5-((2-chloro-7-tosyl-7H-pyrrolo[2,3-d]pyrimidin-4-yl)amino)-2-(hydroxymethyl)piperidine-1-carboxylate